C(C)(C)(C)N1N=NC(=C1)C(=O)NCC1=C(C=C(C(=C1)F)C=1C=2N(C=C(N1)C=1C=NN(C1)C)N=CC2)F 1-(tert-butyl)-N-(2,5-difluoro-4-(6-(1-methyl-1H-pyrazol-4-yl)pyrazolo[1,5-a]pyrazin-4-yl)benzyl)-1H-1,2,3-triazole-4-carboxamide